1,1-difluoro-3-isocyano-cyclobutane FC1(CC(C1)[N+]#[C-])F